2-fluoro-7-methoxynaphthalen-1-yl triflate O(S(=O)(=O)C(F)(F)F)C1=C(C=CC2=CC=C(C=C12)OC)F